8,9-dichloro-7-(2,6-difluorophenyl)-2-[(E)-2-ethoxyvinyl]-5-methyl-5H-pyrimido[1,2-a][1,4]benzodiazepin-3-one ClC1=C(C=CC2=C1C(=NC(C=1N2C=C(C(N1)=O)\C=C\OCC)C)C1=C(C=CC=C1F)F)Cl